CC=1C(=C(C(=NC1C)NC1=CC=C(C=C1)C(F)(F)F)C1=NOC(N1)=O)OCCN(CC=1C=NC=CC1)C 3-[5,6-dimethyl-4-[2-[methyl(3-pyridylmethyl)amino]ethoxy]-2-[4-(trifluoromethyl)anilino]-3-pyridyl]-4H-1,2,4-oxadiazol-5-one